C(C)(=O)N1CCC(CC1)CNC1=C(C(=C2C(NC(=NC2=C1)CS[C@@H]1CC[C@H](CC1)O)=O)F)F 7-(((1-Acetylpiperidin-4-yl)methyl)amino)-5,6-difluoro-2-((((trans)-4-hydroxycyclohexyl)thio)methyl)quinazolin-4(3H)-one